OC1CCC(CC1)NC1=NC=C(C(=N1)NC1(CC1)C)C#N 2-((1r,4r)-4-hydroxycyclohexylamino)-4-(1-methylcyclopropylamino)pyrimidine-5-carbonitrile